N-[2-(1H-indol-4-yl)ethyl]-2-[2-(N-butylamino)acetamido]benzamide N1C=CC2=C(C=CC=C12)CCNC(C1=C(C=CC=C1)NC(CNCCCC)=O)=O